Cl.Cl.C([C@@H](C(=O)O)N)SSC[C@@H](C(=O)O)N cystine dihydrochloride salt